OC1=CC=CC2=CC3=CC=CC(=C3C(=C12)O)O 1,8,9-trihydroxyanthracene